NC1CCN(CC1)C1=C(C(=NC=C1C1=CC(=CC(=C1)F)F)N)C1=NC2=C(N1)C=CC(=C2)Cl 4-(4-aminopiperidin-1-yl)-3-(5-chloro-1H-1,3-benzodiazol-2-yl)-5-(3,5-difluorophenyl)pyridin-2-amine